10-fluoropyrrolo[1,2-c]quinazolin-5(6H)-one FC=1C=2C=3N(C(NC2C=CC1)=O)C=CC3